2-((4-((4-(3-((2-((1S)-1-((tetrahydro-2H-pyran-2-yl)oxy)ethyl)-1H-imidazole-1-yl)methyl)isoxazol-5-yl)phenyl)ethynyl)benzyl)amino)ethan-1-ol O1C(CCCC1)O[C@@H](C)C=1N(C=CN1)CC1=NOC(=C1)C1=CC=C(C=C1)C#CC1=CC=C(CNCCO)C=C1